N-(2-fluoro-3-(4,4,5,5-tetramethyl-1,3,2-dioxaborolan-2-yl)phenyl)-1,3,5-trimethyl-1H-pyrazol-4-amine FC1=C(C=CC=C1B1OC(C(O1)(C)C)(C)C)NC=1C(=NN(C1C)C)C